C(=O)(O)CC=1C(=CSC1)CC(=O)O 2-[4-(carboxymethyl)-3-thienyl]acetic acid